C(C)C(C(=O)OCCOCCOCCOCCOC(C(CC)CC)=O)CC tetraethylene glycol Di(2-ethylbutyrate)